COC1=CC=C(C=C1)N1C(=NC=2C=NC=3C=CC(=CC3C21)C2=CC1=CC=CC=C1C=C2)C 1-(4-methoxyphenyl)-2-methyl-8-(naphthalen-2-yl)-1H-imidazo[4,5-c]quinoline